NC=1C=2N(C3=CC(=CC=C3N1)C(=O)N(C)CC1=C(C=C(C=C1)C(F)(F)F)OC)C=NC2 4-amino-N-(2-methoxy-4-(trifluoromethyl)benzyl)-N-methylimidazo[1,5-a]quinoxaline-8-carboxamide